7-(6-(2-hydroxypropan-2-yl)pyridin-3-yl)-1-(2-methoxyethyl)-3,4-dihydropyrazino[2,3-b]pyrazin-2(1H)-one OC(C)(C)C1=CC=C(C=N1)C1=CN=C2C(=N1)N(C(CN2)=O)CCOC